C(C1=CC=CC=C1)OCC1CCC(CC1)N1N=C2C=C(C(=CC2=C1)C(=O)NC=1C(N(C=CC1)[C@H]1[C@H](C1)F)=O)OC(C)C 2-[4-(benzyloxymethyl)cyclohexyl]-6-isopropoxy-N-[(1R)-2-oxo-1-[(2S)-2-fluorocyclopropyl]-3-pyridinyl]indazole-5-carboxamide